C12(CC(C1)C2)N2N=CC(=C2OC)C(=O)NC2=NC(=CC=C2)C2=CN=C1N2[C@H](CC1)C (S)-1-(bicyclo[1.1.1]pentan-1-yl)-5-methoxy-N-(6-(5-methyl-6,7-dihydro-5H-pyrrolo[1,2-a]imidazol-3-yl)pyridin-2-yl)-1H-pyrazole-4-carboxamide